4-fluoro-5-(6-hydroxypyridin-3-yl)-2-[(3R)-3-(dimethylamino)pyrrolidin-1-yl]phenyl-6-oxo-4-(trifluoromethyl)-1H-pyridine-3-carboxamide FC1=CC(=C(C=C1C=1C=NC(=CC1)O)N1C=C(C(=CC1=O)C(F)(F)F)C(=O)N)N1C[C@@H](CC1)N(C)C